O1COC2=C1C=CC(=C2)C[C@@H]2NCCC2 |r| (R/S)-2-(benzo[d][1,3]dioxol-5-ylmethyl)pyrrolidine